benzoyl-(naphthalen-2-yl)sulfonylmethyl-dimethyl-sulfonium (E)-diethyl-(5-hydroxy-4-methylpent-3-en-1-yl)phosphonate C(C)OP(OCC)(=O)CC\C=C(\CO)/C.C(C1=CC=CC=C1)(=O)C[S+](C)CS(=O)(=O)C1=CC2=CC=CC=C2C=C1